3-(4-Butoxyphenyl)-2-[(methylsulfonyl)oxy]propanoic acid methyl ester COC(C(CC1=CC=C(C=C1)OCCCC)OS(=O)(=O)C)=O